N1(N=NN=C1)C1=NC=CC(=C1)C=1SC(=C(N1)CC)C(=O)O 2-(2-(1H-tetrazol-1-yl)pyridin-4-yl)-4-ethylthiazole-5-carboxylic acid